ClC=1N2C=C(C(=C2C=CC1)SC(F)(F)F)C=O 5-chloro-1-[(trifluoromethyl)sulfanyl]indolizine-2-carbaldehyde